ClC=1C=CC=C2CC(C(N(C12)CC1=CC=C(C=C1)OC)=O)CCI 8-chloro-3-(2-iodoethyl)-1-(4-methoxybenzyl)-3,4-dihydroquinolin-2(1H)-one